ClC1=CC=C(C=C1)[C@](C)(C#C)C=1N=C(SC1)NC(C1=C(C=C(C=C1F)N1CCNCC1)F)=O (S)-N-(4-(2-(4-chlorophenyl)but-3-yn-2-yl)thiazol-2-yl)-2,6-difluoro-4-(piperazin-1-yl)benzamide